ClC=1C=C(NC2(CCC3(N(CC4=CC=CC=C34)C[C@H](CO)C)CC2)C(=O)OC)C=CC1 methyl (1s,4S)-4-(3-chloroanilino)-2'-[(2R)-3-hydroxy-2-methylpropyl]-2',3'-dihydrospiro[cyclohexane-1,1'-isoindole]-4-carboxylate